O1C(=CC2=C1C=CC=C2)C2=CC=C(C=C2)C(C(C)=NO)=O (4-(benzofuran-2-yl)phenyl)-2-(hydroxyimino)propan-1-one